2-((3-chloro-2-fluoro-4-(4-hydroxy-3-isopropylbenzyl)-5-methylphenyl)thio)acetic acid ClC=1C(=C(C=C(C1CC1=CC(=C(C=C1)O)C(C)C)C)SCC(=O)O)F